C(CCC)OC1=CC=C(C=C1)S(=O)(=O)C=1C=NC2=CC=C(C=C2C1N1CCN(CCC1)C=1SC2=C(N1)C=CC(=C2)Cl)SC 2-(4-(3-((4-butoxyphenyl)sulfonyl)-6-(methylthio)quinolin-4-yl)-1,4-diazepan-1-yl)-6-chlorobenzo[d]thiazole